C1(C(C(CC(C1)C(=O)O)C(=O)O)C(=O)O)C(=O)O 1,2,3,5-cyclohexanetetracarboxylic acid